6-Deuterio-4-[[(2S,3S,4S,5S)-3-(3,4-difluoro-2-methoxyphenyl)-4,5-dimethyl-5-(trifluoromethyl)tetrahydrofuran-2-carbonyl]amino]pyridin-2-carboxamid [2H]C1=CC(=CC(=N1)C(=O)N)NC(=O)[C@H]1O[C@@]([C@H]([C@H]1C1=C(C(=C(C=C1)F)F)OC)C)(C(F)(F)F)C